2-hydroxy-2-phenylacetohydrazide OC(C(=O)NN)C1=CC=CC=C1